N-(2-(7-fluoro-4-methoxy-1H-indol-3-yl)ethyl)-N-isopropyl-propan-2-amine FC=1C=CC(=C2C(=CNC12)CCN(C(C)C)C(C)C)OC